C(C)(=O)OCOP(=O)(OC1=C(C(=CC(=C1)CCCCC)O)C1CCCC(=C1)C)CC1=CC=CC=C1 ((benzyl ((6-hydroxy-5'-methyl-4-pentyl-1',2',3',4'-tetrahydro-[1,1'-biphenyl]-2-yl)oxy)phosphoryl)oxy)methyl acetate